C(CCC)(=O)OP(O)(O)=O butyrylphosphoric acid